3-(2,4-dichlorophenyl)-3,5,6,7,8,9-hexahydro-11H-azepino[1,2-a]purin-11-one ClC1=C(C=CC(=C1)Cl)N1C=2N=C3N(C(C2N=C1)=O)CCCCC3